3-FLUORO-5-(HYDRAZINECARBONYL)PHENYLBORONIC ACID FC=1C=C(C=C(C1)C(=O)NN)B(O)O